naphthylphenylaniline C1(=CC=CC2=CC=CC=C12)N(C1=CC=CC=C1)C1=CC=CC=C1